OCCOC[C@H]1N(CCC1)C(=O)[O-] (2S)-2-[(2-hydroxyethoxy)methyl]pyrrolidine-1-carboxylate